ClC1=CC(=CC(=N1)N1CCN(CC1)S(=O)(=O)C1=CC=C(C=C1)N1C(CC(C1)O)=O)C(F)(F)F 1-[4-[4-[6-chloro-4-(trifluoromethyl)-2-pyridyl]piperazin-1-yl]sulfonylphenyl]-4-hydroxy-pyrrolidin-2-one